CC1N(CC1C(=O)O)C(=O)OC(C)(C)C methyl-1-(tert-butoxycarbonyl)azetidine-3-carboxylic acid